1-(4-bromo-6,7-dihydro-5H-cyclopenta[b]pyridin-7-yl)-3-methylurea BrC1=C2C(=NC=C1)C(CC2)NC(=O)NC